4,7-diamino-triazolo[4,5-d]pyridazine NC1=C2C(=C(N=N1)N)NN=N2